CN(C)C1=NNC2=C1C=C(C=C2)Br 5-bromo-N,N-dimethyl-1H-indazol-3-amine